N-octadecyl-2-formyl-3-hydroxypyridin-4-one C(CCCCCCCCCCCCCCCCC)N1C(=C(C(C=C1)=O)O)C=O